2-(2-((2-((4-(4-(azetidin-1-yl)piperidin-1-yl)-3-methoxyphenyl)amino)-5-methylthieno[2,3-d]pyrimidin-4-yl)amino)pyridin-4-yl)propan-2-ol N1(CCC1)C1CCN(CC1)C1=C(C=C(C=C1)NC=1N=C(C2=C(N1)SC=C2C)NC2=NC=CC(=C2)C(C)(C)O)OC